C1(CC1)N(NC(=O)OC(C)(C)C)C(=O)OC(C)(C)C di-tert-butyl 1-cyclopropylhydrazine-1,2-dicarboxylate